N-[(1R,3S)-3-{[6-chloro-2-(trifluoromethyl)quinolin-4-yl]amino}cyclohexyl]-6-methylpyridine-3-carboxamide ClC=1C=C2C(=CC(=NC2=CC1)C(F)(F)F)N[C@@H]1C[C@@H](CCC1)NC(=O)C=1C=NC(=CC1)C